(E)-1,2-dichloro-4-(4-methoxystyryl)benzene ClC1=C(C=C(C=C1)\C=C\C1=CC=C(C=C1)OC)Cl